(3R*,4R*)-1-(2-Methyl-cyclopentyl)-4-{[5-(2,4,6-trifluoro-phenyl)-isoxazole-3-carbonyl]-amino}-piperidine-3-carboxylic acid (1-pyridin-2-yl-cyclopropyl)-amide N1=C(C=CC=C1)C1(CC1)NC(=O)[C@@H]1CN(CC[C@H]1NC(=O)C1=NOC(=C1)C1=C(C=C(C=C1F)F)F)C1C(CCC1)C |o1:12,17|